FC1=C(C(=C2C=CNC2=C1)C)OC1=CC(=CC=C1)B1OC(C(O1)(C)C)(C)C 6-fluoro-4-methyl-5-(3-(4,4,5,5-tetramethyl-1,3,2-dioxaborolan-2-yl)phenoxy)-1H-indole